6-(1-(1-(4-(6-Ethoxypyridin-2-yl)phenyl)ethyl)-1H-indazol-7-carboxamido)spiro[3.3]-heptan C(C)OC1=CC=CC(=N1)C1=CC=C(C=C1)C(C)N1N=CC2=CC=CC(=C12)C(=O)NC1CC2(CCC2)C1